1H-pyrido[3,4-b]indole hydrochloride salt Cl.C1N=CC=C2C1=NC1=CC=CC=C21